C(#N)C=1C=NN2C1C(=CC(=C2)C2=NN(C=C2)C)C=2C=CC(=NC2)N2C[C@@H]1[C@H](C2)CC(C1)(C(=O)NC=1C=NC(=CC1)OC)C (3aR,5s,6aS)-2-(5-(3-cyano-6-(1-methyl-1H-pyrazol-3-yl)pyrazolo[1,5-a]pyridin-4-yl)pyridin-2-yl)-N-(6-methoxypyridin-3-yl)-5-methyloctahydrocyclopenta[c]pyrrole-5-carboxamide